ClC1=CC=C(C=C1)COC(=O)N=NC(=O)OCC1=CC=C(C=C1)Cl ({[(4-chlorophenyl)methoxy]carbonyl}imino)[(4-chlorophenyl)methoxy]formamide